methyl (S,E)-(1-((1-((6-(cyclopropylmethyl)-9H-purin-8-yl)methyl)-2-oxo-1,2-dihydropyridin-3-yl)amino)-7-(dimethylamino)-1,7-dioxohept-5-en-2-yl)carbamate C1(CC1)CC1=C2N=C(NC2=NC=N1)CN1C(C(=CC=C1)NC([C@H](CC\C=C\C(=O)N(C)C)NC(OC)=O)=O)=O